C(C)(C)N1C(=NC(=C1)C(F)(F)F)C1=CC(=C(C(=C1)C)CN)C [4-(1-isopropyl-4-(trifluoromethyl)-1H-imidazol-2-yl)-2,6-dimethylphenyl]methanamine